FC(C(=O)N)(C1=C(C=C(C=C1)OC(C)C)C)F difluoro-2-(4-isopropoxy-2-methylphenyl)acetamide